[Na].N(=NC1=C(O)C=CC=C1O)C1=C(O)C=CC=C1O azoresorcinol sodium